COC1=CC=C(C=C1)NC=1C=CC2=C(SC3=C2C=CC=C3)C1 N-(4-methoxyphenyl)dibenzo[b,d]thiophen-3-amine